O1CCN(CC2=C1N=CC=C2)C(=O)C2=NNC1=CC=CC=C21 3,5-dihydro-2H-pyrido[3,2-f][1,4]oxazepin-4-yl(1H-indazol-3-yl)methanone